4-methyl-5-(pyridin-2-yl)-4H-1,2,4-triazole-3-thiol CN1C(=NN=C1C1=NC=CC=C1)S